7-[3-(methoxymethoxy)-1-naphthyl]-2-[[(2S)-1-methylpyrrolidin-2-yl]methoxy]-6,8-dihydro-5H-pyrido[3,4-d]pyrimidin-4-ol COCOC=1C=C(C2=CC=CC=C2C1)N1CC=2N=C(N=C(C2CC1)O)OC[C@H]1N(CCC1)C